4,4,5,5-tetramethyl-2-(4-(((3R,4S)-4-((tetrahydro-2H-pyran-2-yl)oxy)tetrahydrofuran-3-yl)methyl)phenyl)-1,3,2-dioxaborolane CC1(OB(OC1(C)C)C1=CC=C(C=C1)C[C@@H]1COC[C@H]1OC1OCCCC1)C